OC1=CC=C(C=C1)C=1N=NN(C1N(C(O)=O)C)C (4-(4-hydroxyphenyl)-1-methyl-1H-1,2,3-triazol-5-yl)(methyl)carbamic acid